COC(CC([C@@H](CCC(=O)OC(C)(C)C)C)=O)=O (R)-4-methyl-3-oxopimelic acid 7-(tert-butyl) 1-methyl ester